(S)-pyrrolidine-2-carbonitrile p-toluenesulfonate CC1=CC=C(C=C1)S(=O)(=O)O.N1[C@@H](CCC1)C#N